FC1=C(C(=CC(=C1)NC1=NC(=CC(=N1)O)OC)O)N1CC(NS1(=O)=O)=O 5-[2-Fluoro-6-hydroxy-4-[(4-hydroxy-6-methoxy-pyrimidin-2-yl)amino]phenyl]-1,1-dioxo-1,2,5-thiadiazolidin-3-one